ClC1=CC=C(C=C1)C(C(=O)OC)O methyl 2-(4-chlorophenyl)-2-hydroxyacetate